N,N'-disalicylidenepropanediamine C(C=1C(O)=CC=CC1)=NC(CC)N=CC=1C(O)=CC=CC1